9-methyl-2,3,4,9-tetrahydro-1H-pyrido[3,4-b]Indole hydrochloride Cl.CN1C2=C(C3=CC=CC=C13)CCNC2